OCN1[C@@H]([C@@H](C1=O)NC(CC1=CC=CC=C1)=O)S N-((2r,3r)-1-(hydroxymethyl)-2-mercapto-4-oxo-azetidin-3-yl)-2-phenylacetamide